3-(8-methyl-3-(trifluoromethyl)-[1,2,4]triazolo[4,3-a]pyridin-7-yl)propanamid CC=1C=2N(C=CC1CCC(=O)N)C(=NN2)C(F)(F)F